Tetranatrium pyro-phosphat [O-]P([O-])(=O)OP(=O)([O-])[O-].[Na+].[Na+].[Na+].[Na+]